4-bromo-2,6-dimethylphenyl isonitrile BrC1=CC(=C(C(=C1)C)[N+]#[C-])C